2-(2-(2-(7,8-Dimethyl-[1,2,4]triazolo[1,5-a]pyridin-6-yl)-3-isopropyl-1H-indol-5-yl)morpholino)-N,N-dimethylacetamid CC1=C(C=2N(C=C1C=1NC3=CC=C(C=C3C1C(C)C)C1OCCN(C1)CC(=O)N(C)C)N=CN2)C